CN1N=CC(=C1)S(=O)(=O)C1OC2=C(C1)C=CC=C2N ((1-methyl-1H-pyrazol-4-yl)sulfonyl)-2,3-dihydrobenzofuran-7-amine